tri-tert-butylphosphonium tetrafluoroborate Tert-butyl-(S)-4-(6-bromo-7-fluoro-4-(2-isopropyl-4-methylpyridin-3-yl)-4H-imidazo[4,5-b]quinolin-9-yl)-3-methylpiperazine-1-carboxylate C(C)(C)(C)OC(=O)N1C[C@@H](N(CC1)C1=C2C(N(C=3C=C(C(=CC13)F)Br)C=1C(=NC=CC1C)C(C)C)=NC=N2)C.F[B-](F)(F)F.C(C)(C)(C)[PH+](C(C)(C)C)C(C)(C)C